8-Chloro-N-(3-(trifluoromethyl)cyclohexyl)-5,6-dihydrobenzo[f]imidazo[1,5-d][1,4]oxazepine-10-carboxamide ClC1=CC(=CC=2C=3N(CCOC21)C=NC3)C(=O)NC3CC(CCC3)C(F)(F)F